BrC=1C=C(C(=C(C=NC(C(=O)O)CC2=CC=C(C=C2)O)C1)O)OC(C1=CN=CC=C1)=O 2-(5-bromo-2-hydroxy-3-(nicotinoyloxy)benzylideneamino)-3-(4-hydroxyphenyl)propanoic acid